C1=NC=CC2=CC=C(C=C12)NC(NC1=NC(=CC(=N1)NCCNS(=O)(=O)C)C)=O N-(2-((2-(3-(isoquinolin-7-yl)ureido)-6-methylpyrimidin-4-yl)amino)ethyl)methanesulfonamide